(3,5-bis(trifluoro-methyl)phenyl)octanamide FC(C=1C=C(C=C(C1)C(F)(F)F)C(C(=O)N)CCCCCC)(F)F